CN1C=NC(OC1)=O 5-methyl-1,3,5-oxadiazinon